N-cycloheptyl-2-(6-oxo-3-(p-tolyl)pyridazin-1(6H)-yl)acetamide C1(CCCCCC1)NC(CN1N=C(C=CC1=O)C1=CC=C(C=C1)C)=O